5-chloro-N-((1r,4r)-4-((3-(isoquinolin-7-yl)-2-oxo-2,3-dihydro-1H-benzo[d]imidazol-1-yl)methyl)cyclohexyl)-2-methylnicotinamide ClC=1C=NC(=C(C(=O)NC2CCC(CC2)CN2C(N(C3=C2C=CC=C3)C3=CC=C2C=CN=CC2=C3)=O)C1)C